4-(4-amino-6-((4-hydroxyphenyl)amino)-1,3,5-triazin-2-yl)benzaldehyde NC1=NC(=NC(=N1)NC1=CC=C(C=C1)O)C1=CC=C(C=O)C=C1